C(C)(C)(C)OC(NC1C(N(C2=C(OC1)C=CC=N2)C)=O)=O (5-methyl-4-oxo-2,3,4,5-tetrahydropyrido[3,2-b][1,4]Oxazepin-3-yl)carbamic acid tert-butyl ester